OC1=C(C=CC=C1)C(C1=CC=CC=C1)P(OC(C)C)(=O)C1=CC=CC=C1 Isopropyl ((2-hydroxyphenyl)(phenyl)methyl)(phenyl)phosphinate